α,α'-bis-(4-hydroxyphenyl)-o-diisopropylbenzene OC1=CC=C(C=C1)C(C)(C)C1=C(C=CC=C1)C(C)(C)C1=CC=C(C=C1)O